CC([C@@H](C(=O)N1C(C2C(C2C1)(C)C)C(=O)N)NS(=O)(=O)C1=CC=C(C=C1)C)(C)C 3-((S)-3,3-dimethyl-2-((4-methylphenyl)sulphonamido)butanoyl)-6,6-dimethyl-3-azabicyclo[3.1.0]hexane-2-carboxamide